C(C)(C)(C)OC(=O)N1C(C2=CC=CC(=C2C1)Br)C 4-bromo-1-methyl-1,3-dihydroisoindole-2-carboxylic acid tert-butyl ester